CC(C)CCC[C@@H](C)[C@H]1CC[C@H]2[C@@H]3CC=C4C[C@H](CC[C@]4(C)[C@H]3CC[C@]12C)OCCCCCCCCO[C@H](CN(C)C)COCCCCCCCC\C=C/C\C=C/CCCCC (2R)-2-({8-[(3β)-cholest-5-en-3-yloxy]octyl}oxy)-N,N-dimethyl-3-[(9Z,12Z)-octadeca-9,12-dien-1-yl-oxy]propan-1-amine